1-[6-(4,4-difluorocyclohexyl)pyridin-3-yl]-3-[5-fluoro-1-(piperidin-4-yl)pyrrolo[2,3-b]pyridin-3-yl]urea FC1(CCC(CC1)C1=CC=C(C=N1)NC(=O)NC1=CN(C2=NC=C(C=C21)F)C2CCNCC2)F